C(N)(=N)N1CCC(=CC1)C1=CC=C(S1)C(=O)NC1=C(C=C(C=C1)C=1CCN(CC1)C(N)=N)F 5-(1-carbamimidoyl-1,2,3,6-tetrahydropyridin-4-yl)-N-(4-(1-carbamimidoyl-1,2,3,6-tetrahydropyridin-4-yl)-2-fluorophenyl)thiophene-2-carboxamide